6-methoxy-benzamide COC1=CC=CC=C1C(=O)N